methyl 4-bromo-2-(((1R,2R)-2-((tert-butoxycarbonyl)amino)cyclopentyl)oxy)-6-fluorobenzoate BrC1=CC(=C(C(=O)OC)C(=C1)F)O[C@H]1[C@@H](CCC1)NC(=O)OC(C)(C)C